(R)-3-(4-(7H-pyrrolo[2,3-d]pyrimidin-4-yl)-1H-pyrazol-1-yl)-3-cyclopentylpropane-nitrile N1=CN=C(C2=C1NC=C2)C=2C=NN(C2)[C@H](CC#N)C2CCCC2